(4S)-4-(2,3-dichloro-6-hydroxyphenyl)-1-[oxolan-3-yl]pyrrolidin-2-one ClC1=C(C(=CC=C1Cl)O)[C@@H]1CC(N(C1)C1COCC1)=O